ClC1=NN=C(C2=CC=CC=C12)C1=C(C=C(C=C1)C(F)(F)F)O 2-(4-chlorophthalazin-1-yl)-5-(trifluoromethyl)phenol